(4-((6,7-dimethoxyquinolin-4-yl)oxy)-3,5-difluorophenyl)-4-methoxypyridine-3-carboxamide COC=1C=C2C(=CC=NC2=CC1OC)OC1=C(C=C(C=C1F)C1=NC=CC(=C1C(=O)N)OC)F